C(C)(C)(C)OC(=O)N1CCN(CC1)CCOC1=C(C=C(C=C1)C=O)O.C(C)(C)(C)C1NCC12CN(C2)C2=CC(=C(C=C2)O)C=O tert-butyl-6-(3-formyl-4-hydroxyphenyl)-2,6-diazaspiro[3.3]heptane tert-butyl-4-(2-(4-formyl-2-hydroxyphenoxy)ethyl)piperazine-1-carboxylate